6-((2,6-difluoro-4-(3-(methylsulfonamido)-1H-1,2,4-triazol-1-yl)benzyl)oxy)pyridin-3-yl sulfurofluoridate S(OC=1C=NC(=CC1)OCC1=C(C=C(C=C1F)N1N=C(N=C1)NS(=O)(=O)C)F)(=O)(=O)F